C1(=CC=C(C=C1)S(=O)(=O)N1[C@@H](SCC1)C(=O)N[C@@H](CCN[C@@H](C(C)C)C(=O)O)C1=CC=C(C=C1)F)C1=CC=CC=C1.BrC1=CC=C(NC(F)(F)F)C=C1 4-Bromo-N-(trifluoromethyl)aniline (3S)-3-({[(2S)-3-(biphenyl-4-ylsulfonyl)-1,3-thiazolidin-2-yl]carbonyl}-amino)-3-(4-fluorophenyl)propyl-L-valinate